C1=CC=CC=2C3=CC=CC=C3C(=CC12)C=1C=C(C=CC1)B(O)O (3-(phenanthr-9-yl)phenyl)boronic acid